C(C)(C)(C)OC(N([C@@H]1C[C@@H](N(C2=CC=CC=C12)C(CC)=O)C)C1=CC=C(C=C1)C=O)=O (4-formylphenyl)((2S,4R)-2-methyl-1-propionyl-1,2,3,4-tetrahydroquinolin-4-yl)carbamic acid tert-butyl ester